1-octadecyl-glycero-3-phospho-(1'-sn-glycerol) CCCCCCCCCCCCCCCCCCOC[C@H](COP(=O)(O)OC[C@H](CO)O)O